CC(=CCOC1=CC=C(C=C1)C[C@@H](C(=O)O)N)C The molecule is an L-tyrosine derivative in which the phenolic hydrogen is replaced by a dimethylallyl group. It is a tautomer of a 4-O-dimethylallyl-L-tyrosine zwitterion.